NC=1C=CC=2C3=CC=C(C=C3C(N(C2C1)CCCN(CC)CC)C1=CC=CC=C1)N 3,8-diamino-5-(3-diethylaminopropyl)-6-phenylphenanthridine